[N+](=O)([O-])C1=C(C=CC(=C1)[N+](=O)[O-])SC(=S)N1CCN(CC1)C(C1=CC=CC=C1)C1=CC=CC=C1 2,4-dinitrophenyl-4-benzhydrylpiperazine-1-carbodithioate